2-(tert-butyldimethylsilyl)hydroxy-4,5-diisopropylbenzylamine [Si](C)(C)(C(C)(C)C)C1=C(CNO)C=C(C(=C1)C(C)C)C(C)C